ClC1=C(C(=CC=C1)Cl)C=1N=C2C=3C=C(C=NC3C=CN2C1)C=1C=NN(C1)C1CCC(CC1)NC(N(C)C)=O 3-((1r,4r)-4-(4-(2-(2,6-Dichlorophenyl)imidazo[2,1-f][1,6]naphthyridin-9-yl)-1H-pyrazol-1-yl)cyclohexyl)-1,1-dimethylurea